(4-(benzyloxy)-3-nitrophenyl)ethan-1-one C(C1=CC=CC=C1)OC1=C(C=C(C=C1)C(C)=O)[N+](=O)[O-]